C1(OC(=C(F)O1)F)=O 1,2-difluorovinylene carbonate